C(C)(C)(C1=CC=CC=C1)C(=O)C(C)(C)C1=CC=CC=C1 cumyl ketone